ClC1=CC(=C(N=N1)C(=O)[O-])NCC1=C(C=C(C=C1)OC)OC 6-chloro-4-((2,4-dimethoxybenzyl)amino)pyridazine-3-carboxylate